C(C)(C)(C)C1=CC=C(C=C1)C=1N=C2SCCCN2\C(\C1C#N)=N/C(N(C)C)=O (Z)-3-(8-(4-(tert-butyl)phenyl)-7-cyano-3,4-dihydro-2H,6H-pyrimido[2,1-b][1,3]thiazin-6-ylidene)-1,1-dimethylurea